[2H]C(F)([2H])[2H] perdeuterofluoromethane